tert-Butyl 7-(5-(pyrimidine-5-yl) pyrazolo[1,5-a]pyridin-3-yl)-2-azaspiro[3.5]nonane-2-carboxylate N1=CN=CC(=C1)C1=CC=2N(C=C1)N=CC2C2CCC1(CN(C1)C(=O)OC(C)(C)C)CC2